tert-Butyl 3-methyl-6-(3-oxocyclopenten-1-yl)-3,4-dihydro-2H-pyridine-1-carboxylate CC1CN(C(=CC1)C1=CC(CC1)=O)C(=O)OC(C)(C)C